C(C)C(C(=O)O)CC.C(CCC)(=O)OCC ethyl butanoate (Ethyl Butyrate)